BrC1=CC=C(C=C1)C=1C=CC=C2C=CC=[N+](C12)[O-] 8-(4-bromophenyl)quinoline-1-oxide